5-[4-(cyclopropoxy)phenyl]-7-{[1-(2-fluorophenyl)-1H-1,2,3-triazol-4-yl]methyl}-7H-pyrrolo[2,3-d]pyrimidin-4-amine C1(CC1)OC1=CC=C(C=C1)C1=CN(C=2N=CN=C(C21)N)CC=2N=NN(C2)C2=C(C=CC=C2)F